(1-((2'-fluoro-4'-(4-methylpiperazin-1-yl)-3'-nitro-[1,1'-biphenyl]-4-yl)amino)-4-methyl-tert-butyl-1-oxopent-2-yl)carbamic acid FC1=C(C=CC(=C1[N+](=O)[O-])N1CCN(CC1)C)C1=CC=C(C=C1)NC(C(CC(CC(C)(C)C)C)NC(O)=O)=O